C(C1=CC=CC=C1)C1(CC(=NO1)[C@H](COC)NC(=O)OC(C)(C)C)C(=O)OC methyl 5-benzyl-3-((R)-1-((tert-butoxycarbonyl)amino)-2-methoxyethyl)-4,5-dihydroisoxazole-5-carboxylate